O=C1N[C@H](CC12CCN(CC2)C(=O)OC(C)(C)C)CCOS(=O)(=O)CC2=CC=CC=C2 tert-butyl (R)-1-oxo-3-(2-(toluenesulfonyloxy) ethyl)-2,8-diazaspiro[4.5]decane-8-carboxylate